3-cyano-1,10-phenanthroline C(#N)C=1C=NC2=C3N=CC=CC3=CC=C2C1